ethyl (2,2-dimethoxyethyl)(1-hydroxy-3-methylbutan-2-yl)carbamate COC(CN(C(OCC)=O)C(CO)C(C)C)OC